Cl.COC(=O)[C@H]1CC2=C(NC3=CC=CC=C23)[C@H](N1)C1=CC2=C(C=C1)OCO2 (1R,3R)-1,2,3,4-tetrahydro-1-(3,4-methylenedioxyphenyl)-9H-pyrido[3,4-b]indole-3-carboxylic acid methyl ester hydrochloride